N1C=CC2=C(C=CC=C12)C=1C(=NC(=CC1)N)N 3-(1H-indol-4-yl)pyridine-2,6-diamine